3-(5-((2-(4-hydroxy-4-methylpiperidin-1-yl)cyclopentyl)oxy)-1-oxoisoindolin-2-yl)piperidine-2,6-dione OC1(CCN(CC1)C1C(CCC1)OC=1C=C2CN(C(C2=CC1)=O)C1C(NC(CC1)=O)=O)C